1-((1s,3s)-3-(3-azabicyclo[3.1.0]hex-3-yl)-3-methylcyclobutyl)-6-bromo-3,3-dimethyl-1,3-dihydro-2H-pyrrolo[3,2-b]pyridin-2-one [C@H]12CN(CC2C1)C1(CC(C1)N1C(C(C2=NC=C(C=C21)Br)(C)C)=O)C